methyl phenylcarbamate citrate C(CC(O)(C(=O)O)CC(=O)O)(=O)O.C1(=CC=CC=C1)NC(OC)=O